CCOCCOC(=O)C(=C)C 2-ethoxy ethyl methacrylate